(3-fluorophenyl)-N-[(4-isopropyl-2,5-dioxoimidazolidin-4-yl)methyl]-2H-1,2,3-triazole-4-carboxamide FC=1C=C(C=CC1)N1N=CC(=N1)C(=O)NCC1(NC(NC1=O)=O)C(C)C